5-(4-(4-acetylpiperazin-1-yl)phenoxy)-1H-1,2,3-triazole-4-carboxylic acid C(C)(=O)N1CCN(CC1)C1=CC=C(OC2=C(N=NN2)C(=O)O)C=C1